methylene glycol diformate C(=O)OCOC=O